NC=1C(=CC(=C(C(=O)OC)C1)C)C#CCCN(C)C(=O)OC(C)(C)C Methyl 5-amino-4-(4-((tert-butoxycarbonyl)(methyl)amino)but-1-yn-1-yl)-2-methylbenzoate